(2S)-1-(2-hydroxypropyl)pseudouridine O[C@H](CN1C=C([C@H]2[C@H](O)[C@H](O)[C@@H](CO)O2)C(NC1=O)=O)C